NCCOCC(=O)N1[C@@H](CN(CC1)C1=NC=C(C=N1)C1=CC=C2C(=N1)N(C(C2=O)(C)C)CC=2C(=NC=CC2)C#N)C (R)-3-((6-(2-(4-(2-(2-aminoethoxy)acetyl)-3-methylpiperazin-1-yl)pyrimidin-5-yl)-2,2-dimethyl-3-oxo-2,3-dihydro-1H-pyrrolo[2,3-b]pyridin-1-yl)methyl)picolinonitrile